FC1=CC=C(C=C1)NC(=O)C1(CC1)C(=O)NC1=CC=C(OC2=CC=NC3=CC(=C(C=C23)C(=O)NC[C@@H]2N(CCC2)C(=O)OC(C)(C)C)OC)C=C1 t-Butyl (R)-2-((4-(4-(1-((4-fluorophenyl)carbamoyl)cyclopropane-1-carboxamido)phenoxy)-7-methoxyquinoline-6-carboxamido)methyl)pyrrolidine-1-carboxylate